P(=O)(OC[N+]1=C(C(=CC=C1)C1=CC(=NO1)CC1=CC=C(C=C1)OCC1=NOC(=C1)C)N)(O)[O-] (2-amino-3-(3-(4-((5-methylisoxazol-3-yl)methoxy)benzyl)isoxazol-5-yl)pyridin-1-ium-1-yl)methyl hydrogen phosphate